2,4-diamino-6-[2-(2-ethyl-5-methylimidazol-1-yl)ethyl]-1,3,5-triazine NC1=NC(=NC(=N1)N)CCN1C(=NC=C1C)CC